COC1=C(C(=CC(=C1)OC)OC)N(C(C(=O)N)=O)C1=C(C=C(C=C1OC)OC)OC N,N-bis(2,4,6-trimethoxyphenyl)oxalamide